BrC=1OC(=CN1)C1=NC=C(C=C1)F 2-bromo-5-(5-fluoropyridin-2-yl)oxazole